C1=CC(=C(C=C1C[C@H](C(=O)[O-])O)O)O The molecule is a (2R)-2-hydroxy monocarboxylic acid anion that is the conjugate base of (2R)-3-(3,4-dihydroxyphenyl)lactic acid, obtained by deprotonation of the carboxy group. It is a (2R)-2-hydroxy monocarboxylic acid anion and a 3-(3,4-dihydroxyphenyl)lactate. It is a conjugate base of a (2R)-3-(3,4-dihydroxyphenyl)lactic acid.